Methyl 5-[(1-methyl-4-piperidyl)amino]thieno[3,2-b]pyridine-2-carboxylate CN1CCC(CC1)NC1=CC=C2C(=N1)C=C(S2)C(=O)OC